FC1=C(C#N)C=CC(=C1)C1=NC=2C(=NC=CC2N2CC3C(C2)COC3)N1C1=C(C=C(C=C1)N1C[C@H](CC1)OC)F 2-fluoro-4-(3-(2-fluoro-4-((S)-3-methoxypyrrolidin-1-yl)phenyl)-7-(tetrahydro-1H-furo[3,4-c]pyrrol-5(3H)-yl)-3H-imidazo[4,5-b]pyridin-2-yl)benzonitrile